2,4-bis(4-aminophenoxy)benzene NC1=CC=C(OC2=CC=CC(=C2)OC2=CC=C(C=C2)N)C=C1